BrC1=CC(=C(C(=C1)NC(C)C)C(C)=O)F (4-bromo-2-fluoro-6-(isopropylamino)phenyl)ethan-1-one